BrC1=C(C(=C(C(=C1)F)F)[N+](=O)[O-])OC 1-bromo-4,5-difluoro-2-methoxy-3-nitro-benzene